Heptacosa-16,19-dienoic acid C(CCCCCCCCCCCCCCC=CCC=CCCCCCCC)(=O)O